N1=C(C=CC=C1)C=1N=C(SC1)NC1=NC=CC=N1 4-(pyridin-2-yl)-N-(pyrimidin-2-yl)thiazol-2-amine